N-cyclopropyl-8-(methylamino)-6-((2-(methylcarbamoyl)furan-3-yl)amino)imidazo[1,2-b]Pyridazine-3-carboxamide C1(CC1)NC(=O)C1=CN=C2N1N=C(C=C2NC)NC2=C(OC=C2)C(NC)=O